C(C)(C)C1=CC=C(C=C1)C1=CC=CC=C1 4'-isopropyl-[1,1'-biphenyl]